C(CC)(=O)OC(C(COC(CC)=O)OC(CC)=O)C(CCOC(CC)=O)OC(CC)=O 1,2,4,6-tetrakis(propanoyloxy)hexan-3-yl propanoate